C(C)NC(=O)[C@H]1O[C@H]([C@@H]([C@@H]1O)O)N1C2=NC(=NC(=C2N=C1)NC)C=1C=NC(=CC1)OC (2S,3S,4R,5R)-N-ethyl-3,4-dihydroxy-5-(2-(6-methoxypyridin-3-yl)-6-(methylamino)-9H-purine-9-yl)tetrahydrofuran-2-carboxamide